C(CCCCCCCCC)NC1=C(C=CC=C1)SC1=CC=C(C(=O)NC)C=C1 4-((2-decylaminophenyl)thio)-N-methylbenzamide